(E)-3-(((tert-butylsulfinyl)imino)methyl)-2-chloro-6-(2,2-dimethylpyrrolidin-1-yl)-N,N-diMethylisonicotinamide C(C)(C)(C)S(=O)\N=C\C1=C(C(=O)N(C)C)C=C(N=C1Cl)N1C(CCC1)(C)C